COC1=C(C=CC=C1)C(CN1C(N(C(C2=C1SC(=C2C)C=2OC=CN2)=O)C2(CC2)C(=O)O)=O)OC2CC1C(CNC1)C2 1-(1-(2-(2-methoxyphenyl)-2-((octahydrocyclopenta[c]pyrrol-5-yl)oxy)ethyl)-5-methyl-6-(oxazol-2-yl)-2,4-dioxo-1,4-dihydrothieno[2,3-d]pyrimidin-3(2H)-yl)cyclopropanecarboxylic acid